2,4,6-tris(phenylazo)resorcinol C1(=CC=CC=C1)N=NC1=C(O)C(=CC(=C1O)N=NC1=CC=CC=C1)N=NC1=CC=CC=C1